OC1=NC(=C(C2=C1CCC2(C)C)C#N)SCSCCOC 1-Hydroxy-5,5-dimethyl-3-(2-oxa-5-thiahex-6-ylsulfanyl)-6,7-dihydro-5H-cyclopenta[1,2-c]pyridine-4-carbonitrile